ClC1=C(CN2C(N([C@H](C3=CC=C(C=C23)C(=O)NCC2=C(C=C(C=C2)F)OCCO)C)C)=O)C(=CC=C1)F (S)-1-(2-chloro-6-fluorobenzyl)-N-(4-fluoro-2-(2-hydroxyethoxy)benzyl)-3,4-dimethyl-2-OXO-1,2,3,4-tetrahydroquinazoline-7-carboxamide